C1(CC1)N1C(=CC2=C(C=CC=C12)NC1C(CN(CC1)C(=O)OC(C)(C)C)F)C#CCNC1=C(C=C(C=C1)S(=O)(=O)C)OC Tert-butyl 4-((1-cyclopropyl-2-(3-((2-methoxy-4-(methylsulfonyl)phenyl)amino)prop-1-yn-1-yl)-1H-indol-4-yl)amino)-3-fluoropiperidine-1-carboxylate